OCCC1=C(C=CC=C1)C1(CC2(OCCO2)CCC1)O 7-(2-(2-hydroxyethyl)phenyl)-1,4-dioxaspiro[4.5]decan-7-ol